dichlorosulfimide ClS(=N)Cl